FC(C1=CC=C(C=C1)C=1COC2(C1)CN(CC2)C(=O)OC(C)(C)C)(F)F tert-butyl 3-(4-(trifluoromethyl) phenyl)-1-oxa-7-azaspiro[4.4]non-3-ene-7-carboxylate